Cl.N1CCC(CC1)(CO)CO Piperidine-4,4-diyl-dimethanol hydrochloride